tert-Butyl N-[[2-[[(3-methoxypyrrolidine-1-carbonyl)-[2-oxo-2-[(2-oxospiro[1H-pyrrolo[2,3-b]pyridine-3,2'-indane]-5'-yl)amino]ethyl]amino]methyl]phenyl]methyl]-N-methyl-carbamate COC1CN(CC1)C(=O)N(CC(NC=1C=C2CC3(CC2=CC1)C(NC1=NC=CC=C13)=O)=O)CC1=C(C=CC=C1)CN(C(OC(C)(C)C)=O)C